{4-[5-(5,5-difluoropiperidin-3-yl)-6-methylpyridin-2-yl]-1-methyl-1H-1,2,3-triazol-5-yl}methanol hydrochloride Cl.FC1(CC(CNC1)C=1C=CC(=NC1C)C=1N=NN(C1CO)C)F